2-[(9H-Fluoren-9-yloxy)carbonyl]-5-(methylsulfonyl)-2,3-dihydro-1H-isoindole-1-carboxylic Acid C1=CC=CC=2C3=CC=CC=C3C(C12)OC(=O)N1C(C2=CC=C(C=C2C1)S(=O)(=O)C)C(=O)O